3-((4-((7-oxo-7-(piperidin-1-yl)heptyl)amino)phenyl)amino)piperidine-2,6-dione O=C(CCCCCCNC1=CC=C(C=C1)NC1C(NC(CC1)=O)=O)N1CCCCC1